(R)-10-((2-(8-oxa-3-azabicyclo[3.2.1]octan-3-yl)-5-chloropyrimidin-4-yl)amino)-2-cyclopropyl-7-methyl-1,2,3,4-tetrahydro-[1,4]oxazepino[2,3-c]quinolin-6(7H)-one C12CN(CC(CC1)O2)C2=NC=C(C(=N2)NC2=CC=1C3=C(C(N(C1C=C2)C)=O)OCC[C@@H](N3)C3CC3)Cl